FCC(C([NH-])(F)F)(C(F)(F)F)F heptafluoro-isobutyl-amide